(R)-5-((2-methyl-1,4-diazepan-1-yl)sulfonyl)isoquinolin-1-ol hydrochloride Cl.C[C@H]1N(CCCNC1)S(=O)(=O)C1=C2C=CN=C(C2=CC=C1)O